diaminobutyryl-benzyl-amide diacetate C(C)(=O)[O-].C(C)(=O)[O-].NC(CCC(=O)[N-]CC1=CC=CC=C1)N